O.O.N[C@@H](CC(=O)[O-])C(=O)[O-].[Mg+2] magnesium L-aspartate dihydrate